C(=O)C1CC2C(CN(C2)C(=O)OCC2=CC=CC=C2)C1 benzyl 5-formyl-3,3a,4,5,6,6a-hexahydro-1H-cyclopenta[c]pyrrole-2-carboxylate